6-fluoro-4-iodopyridin FC1=CC(=CC=N1)I